hydroxyethylsulfide bis(3-mercaptopropionate) SCCC(=O)O.SCCC(=O)O.OCCSCCO